trisammonium citrate C(CC(O)(C(=O)[O-])CC(=O)[O-])(=O)[O-].[NH4+].[NH4+].[NH4+]